(S)-1-Cyclohexyl-3-methyl-3-phenylpyrrolidin-2-one C1(CCCCC1)N1C([C@@](CC1)(C1=CC=CC=C1)C)=O